(S)-2-methyl-1-(2-nitro-4-(trifluoromethyl)phenyl)piperidine tert-Butyl-(R)-3-(hydroxymethyl)-4-methylpiperazine-1-carboxylate C(C)(C)(C)OC(=O)N1C[C@@H](N(CC1)C)CO.C[C@@H]1N(CCCC1)C1=C(C=C(C=C1)C(F)(F)F)[N+](=O)[O-]